7-((5-(5-(difluoromethyl)-1,3,4-oxadiazol-2-yl)pyridin-2-yl)methyl)-2-methyl-5-phenyl-2,5,7-triazaspiro[3.4]octan-6,8-dione FC(C1=NN=C(O1)C=1C=CC(=NC1)CN1C(N(C2(CN(C2)C)C1=O)C1=CC=CC=C1)=O)F